OC1=C(C=CC2=CC=CC=C12)N=NC1(CC=CC2=CC(=CC=C12)[N+](=O)[O-])O.[Na] sodium 1-(1-hydroxy-2-naphthylazo)-6-nitronaphthol